N-(3,4-dihydroxyphenethyl)dodecanamide tert-Butyl-4-[1-[2-(dibenzylamino)ethyl]-1-hydroxy-3-phenyl-propyl]-2,2-dimethyl-pyrrolidine-1-carboxylate C(C)(C)(C)OC(=O)N1C(CC(C1)C(CCC1=CC=CC=C1)(O)CCN(CC1=CC=CC=C1)CC1=CC=CC=C1)(C)C.OC=1C=C(CCNC(CCCCCCCCCCC)=O)C=CC1O